tert-butyl 7-oxo-2-oxa-5,8-diazaspiro[3.5]nonane-5-carboxylate O=C1CN(C2(COC2)CN1)C(=O)OC(C)(C)C